(1R,2S,5S)-3-(2-(3-acetyl-5-(2-methylpyrimidin-5-yl)-1H-indazol-1-yl)acetyl)-N-(1-(2,2,2-trifluoroethyl)-1H-pyrazol-3-yl)-3-azabicyclo[3.1.0]hexane-2-carboxamide C(C)(=O)C1=NN(C2=CC=C(C=C12)C=1C=NC(=NC1)C)CC(=O)N1[C@@H]([C@@H]2C[C@@H]2C1)C(=O)NC1=NN(C=C1)CC(F)(F)F